C(CCCCCCC#N)#N Octanedionitrile